C(C)(C)C1=C(C(=CC(=C1)C(C)C)C(C)C)S(=O)(=O)OC1=NC=NC2=CC=CC=C12 quinazolin-4-yl 2,4,6-triisopropylbenzenesulfonate